2-(2-(benzyloxy)-3-bromophenyl)-N-(naphthalen-1-yl)acetamide 7-(β-D-ribofuranosylamino)-pyrido[2,1-h]-pteridin-11-ium-5-olate [C@@H]1([C@H](O)[C@H](O)[C@H](O1)CO)NC1=CC=C[N+]2=C1CN(C=1C=NC=NC21)[O-].C(C2=CC=CC=C2)OC2=C(C=CC=C2Br)CC(=O)NC2=CC=CC1=CC=CC=C21